(2,4-dimethoxybenzyl)-2-(4-methyl-1H-pyrazol-1-yl)-5-nitrobenzenesulfonamide COC1=C(CC=2C(=C(C=C(C2)[N+](=O)[O-])S(=O)(=O)N)N2N=CC(=C2)C)C=CC(=C1)OC